C(CCCCCCC)(OCCC[Si](OCC)(OCC)OCC)=S (3-(triethoxysilyl) propyl) octanethioate